ClC=1C=C2C(=CC(=NC2=CC1)C(F)(F)F)N[C@@H]1C[C@@H](CCC1)NC=1C=2N(C=CN1)N=C(C2)C (1S,3R)-N1-(6-chloro-2-(trifluoromethyl)quinolin-4-yl)-N3-(2-methylpyrazolo[1,5-a]pyrazin-4-yl)cyclohexane-1,3-diamine